3,5-dioxo-4-propionyl-cyclohexanecarboxylic acid monosodium salt [Na+].O=C1CC(CC(C1C(CC)=O)=O)C(=O)[O-]